The molecule is a phosphatidylcholine 36:6 in which the acyl groups specified at positions 1 and 2 is (9Z,12Z,15Z)-octadecatrienoyl. It derives from an alpha-linolenic acid. CC/C=C\\C/C=C\\C/C=C\\CCCCCCCC(=O)OC[C@H](COP(=O)([O-])OCC[N+](C)(C)C)OC(=O)CCCCCCC/C=C\\C/C=C\\C/C=C\\CC